C1OCC2=CC(=CC=C12)CC=1C=CC(=NC1)NC(=O)C1=NN(C(CC1)=O)C N-(5-((1,3-dihydroisobenzofuran-5-yl)methyl)pyridin-2-yl)-1-methyl-6-oxo-1,4,5,6-tetrahydropyridazine-3-carboxamide